S1C=CC=2C1=NC=CC2C2C(C2)C2=CC=C(C(=O)N1CC3C(C1)C(CC3)NC(OC(C)(C)C)=O)C=C2 Tert-butyl (2-(4-(2-(thieno[2,3-b]pyridin-4-yl)cyclopropyl)benzoyl)octahydrocyclopenta[c]pyrrol-4-yl)carbamate